(3,3-difluorocyclobutyl)methyl-4,5,6,7-tetrahydrothieno[3,2-c]pyridine-3-carbonitrile FC1(CC(C1)CC1=C(C=2CNCCC2S1)C#N)F